4-((1-(3-((1-(2,2-difluorobenzo[d][1,3]dioxol-5-yl)ethyl)thio)phenyl)-3-(trifluoromethyl)-4,5,6,7-tetrahydro-1H-indazol-7-yl)oxy)benzoic acid FC1(OC2=C(O1)C=CC(=C2)C(C)SC=2C=C(C=CC2)N2N=C(C=1CCCC(C21)OC2=CC=C(C(=O)O)C=C2)C(F)(F)F)F